FCOC[C@H](CC(C)C)NC(=O)C1=NC(=C(C=C1)N1CC(C1)OC)OC[C@H]1[C@H](C1)CO N-[(2S)-1-(fluoromethoxy)-4-methylpent-2-yl]-6-{[(1R,2S)-2-(hydroxymethyl)cyclopropyl]methoxy}-5-(3-methoxyazetidin-1-yl)pyridine-2-carboxamide